Methyl 8-bromo-9-(4-((1-(3-fluoropropyl)azetidin-3-ylidene)methyl)phenyl)-6,7-dihydro-5H-benzo[7]annulene-3-carboxylate BrC=1CCCC2=C(C1C1=CC=C(C=C1)C=C1CN(C1)CCCF)C=CC(=C2)C(=O)OC